1,4-bis(3-ethyl-3-oxetanylmethoxy)methylbenzene C(C)C1(COC1)COCC1=CC=C(C=C1)COCC1(COC1)CC